1-chloro-8,10-pentadecadiene ClCCCCCCCC=CC=CCCCC